(dimethylamino)-cyclobutan-1-ol CN(C)C1(CCC1)O